bis(methoxybenzylidene)sorbitol COC(C1=CC=CC=C1)=C([C@H]([C@H]([C@@H]([C@H](C(O)=C(C1=CC=CC=C1)OC)O)O)O)O)O